Zirconium butoxide (acetylacetate) C(C)(=O)CC(=O)[O-].[O-]CCCC.[Zr+2]